O1COCC=C1O [1,3]Dioxin-6-ol